ClC=1C=CC2=C(N=C(O2)C2CC3(CC(C3)NC(=O)C3=CC(=NC=C3)N3C(CCC3)=O)C2)C1 N-[6-(5-chloro-1,3-benzoxazol-2-yl)spiro[3.3]heptan-2-yl]-2-(2-oxopyrrolidin-1-yl)pyridine-4-carboxamide